FC=1C(=NC(=C(C1)F)C1=C(C=C(C=C1)C(F)(F)F)C)C(=O)OC Methyl 3,5-difluoro-6-(2-methyl-4-(trifluoromethyl) phenyl)picolinate